2-((2S,4R)-4-amino-1-(6-chloroimidazo[1,2-a]pyridine-2-carbonyl)pyrrolidin-2-yl)-N-((S)-6-guanidino-1-(methylamino)-1-oxohexan-2-yl)thiazole N[C@@H]1C[C@H](N(C1)C(=O)C=1N=C2N(C=C(C=C2)Cl)C1)C1SC=CN1[C@H](C(=O)NC)CCCCNC(=N)N